rel-2-((3R,4R)-4-((4-(ethyl(2-fluoro-4-(1H-pyrazol-1-yl)benzyl)amino)-7H-pyrrolo[2,3-d]pyrimidin-7-yl)methyl)-3-hydroxypiperidin-1-yl)acetamide C(C)N(C=1C2=C(N=CN1)N(C=C2)C[C@@H]2[C@H](CN(CC2)CC(=O)N)O)CC2=C(C=C(C=C2)N2N=CC=C2)F |o1:13,14|